[N+](=O)([O-])C=1C=CC2=C(C(NC(S2)C2=CC=CC=C2)=O)C1 6-nitro-2-(phenyl)-2H-benzo[e][1,3]thiazin-4(3H)-one